(7-((4-(methylamino)-3-(trifluoromethyl)-1H-pyrrolo[2,3-b]pyridin-6-yl)amino)-2,3-dihydrobenzofuran-4-yl)(morpholino)methanone CNC1=C2C(=NC(=C1)NC1=CC=C(C=3CCOC31)C(=O)N3CCOCC3)NC=C2C(F)(F)F